[C].FC(=O)O perfluorocarboxylic acid carbon